Nitrospiro[1,3-dithiolane-2,1'-indane] [N+](=O)([O-])C1C2(C3=CC=CC=C3C1)SCCS2